7-((4-(2-fluoro-6-(methylcarbamoyl)pyridin-3-yl)piperazin-1-yl)methyl)-6-fluorooxazolo[4,5-c]quinolin-4(5H)-one FC1=NC(=CC=C1N1CCN(CC1)CC=1C=CC=2C3=C(C(NC2C1F)=O)N=CO3)C(NC)=O